4-{1-((R)-sec-butyl)-7-[((R)-cyclopropyl-quinolin-3-yl-methyl)-amino]-1H-pyrazolo[4,3-d]pyrimidin-5-yl}-piperazine-1-carboxylic acid amide [C@@H](C)(CC)N1N=CC=2N=C(N=C(C21)N[C@@H](C=2C=NC1=CC=CC=C1C2)C2CC2)N2CCN(CC2)C(=O)N